6-(4-bromo-1H-pyrazol-1-yl)-2-methyl-5-phenoxy-3,4-dihydroquinolin-1(2H)-yl(cyclopropyl)methanone BrC=1C=NN(C1)C=1C(=C2CCC(N(C2=CC1)C(=O)C1CC1)C)OC1=CC=CC=C1